methyl 8-(2-((tert-butoxycarbonyl) imino)-4,4-diethyl-6-oxotetrahydropyrimidin-1(2H)-yl)-5,6,7,8-tetrahydronaphthalene-2-carboxylate C(C)(C)(C)OC(=O)N=C1N(C(CC(N1)(CC)CC)=O)C1CCCC=2C=CC(=CC12)C(=O)OC